COC1CCC(CC1)N[C@@H]1[C@H](CCCC1)CC=1C=C2CN(C(C2=CC1)=O)C1C(NC(CC1)=O)=O 3-(5-(((1R,2S)-2-((4-methoxycyclohexyl)amino)cyclohexyl)methyl)-1-oxoisoindolin-2-yl)piperidine-2,6-dione